methyl-N-(1-methylcyclopropyl)-5-[4-(5-methylpyrazin-2-yl)piperidine-1-carbonyl]furo[2,3-d]pyrimidin-4-amine CC=1N=C(C2=C(N1)OC=C2C(=O)N2CCC(CC2)C2=NC=C(N=C2)C)NC2(CC2)C